C1(=CC=CC=2C3=CC=CC=C3NC12)C1=CC(=CC(=C1)C1=CC=CC=2C3=CC=CC=C3NC12)C1=CC=CC=2C3=CC=CC=C3NC12 1,3,5-Tricarbazolylbenzene